di-ethylene glycol diacrylate C(C=C)(=O)OCCOCCOC(C=C)=O